[Cl-].C(=O)(O)C1C(CCC2=CC=C(C=C12)OC1=C(C=CC=C1)C1=CC(=CC=C1)SC)[NH3+] carboxy-7-((3'-(methylthio)-[1,1'-biphenyl]-2-yl)oxy)-1,2,3,4-tetrahydronaphthalene-2-aminium chloride